C1(=CC=CC=C1)[O-].C1(=CC=CC=C1)[P+](CCCC)(C1=CC=CC=C1)C1=CC=CC=C1 triphenyl-butyl-phosphonium phenolate